1-Methyl-2-(6-trifluoromethoxy-benzothiazol-2-ylamino)-1H-benzoimidazole-5-carboxylic acid [2-(tetrahydro-pyran-4-yl)-ethyl]-amide O1CCC(CC1)CCNC(=O)C1=CC2=C(N(C(=N2)NC=2SC3=C(N2)C=CC(=C3)OC(F)(F)F)C)C=C1